NC1=C2N=CN(C2=NC(=N1)Cl)[C@H]1[C@@H]([C@@]([C@H](O1)CO[C@@H](C(=O)O)CC1=CC=C(C=C1)N1C(NCCC1)=O)(O)C#C)O (R)-2-(((2R,3S,4R,5R)-5-(6-amino-2-chloro-9H-purin-9-yl)-3-ethynyl-3,4-dihydroxytetrahydrofuran-2-yl)methoxy)-3-(4-(2-oxotetrahydropyrimidin-1(2H)-yl)phenyl)-propionic acid